ClC1=NC=CC(=C1Cl)C1=CC(=C(C=O)C=C1)OC 4-(2,3-dichloropyridin-4-yl)-2-methoxybenzaldehyde